(1-(tert-butyl)-3-((1s,3r)-3-(((4-nitrophenoxy) carbonyl) oxy) cyclopentyl)-1H-pyrazol-5-yl) carbamate C(N)(OC1=CC(=NN1C(C)(C)C)[C@@H]1C[C@@H](CC1)OC(=O)OC1=CC=C(C=C1)[N+](=O)[O-])=O